azobis(2-amidinopropane) nitrate [N+](=O)(O)[O-].N(=NCC(C)C(N)=N)CC(C)C(N)=N